1-ethyl-4-fluoro-N-(6-(1-methyl-1H-imidazol-5-yl)isoquinolin-3-yl)piperidine-4-carboxamide C(C)N1CCC(CC1)(C(=O)NC=1N=CC2=CC=C(C=C2C1)C1=CN=CN1C)F